6-(2-amino-6-fluoro-5-(4-(piperidin-2-yl)phenyl)pyridin-3-yl)-3,4-dihydroisoquinolin-1(2H)-one NC1=NC(=C(C=C1C=1C=C2CCNC(C2=CC1)=O)C1=CC=C(C=C1)C1NCCCC1)F